P(OC(C)CC)(OC(C)C(C)=NO)=O sec-butyl (3-(hydroxyimino) butan-2-yl) phosphonate